OC=1C=C(C2=C(OC(OC2=O)(C(=O)OCC)C)C1C1C=C(CCC1)C)CCCCC ethyl 7-hydroxy-2-methyl-8-(3-methylcyclohex-2-en-1-yl)-4-oxo-5-pentyl-4H-benzo[d][1,3]dioxine-2-carboxylate